N[C@@H]1CN(CC1)C1=NC(=NC2=CC=C(C=C12)C)N1CCS(C2=C(C1)C=CC=C2)=NCCS(=O)(=O)C 4-(((S)-3-aminopyrrolidin-1-yl)-6-methylquinazolin-2-yl)-1-((2-(methylsulfonyl)ethyl)imino)-2,3,4,5-tetrahydrobenzo[f][1,4]thiazepine